bisthiainine nitrate [N+](=O)(O)[O-].S1CC=CC=C1.S1CC=CC=C1